1-methyl-5-(4-piperidyl)imidazole CN1C=NC=C1C1CCNCC1